(7-(5-bromo-2-(3-(hydroxymethyl)azetidin-1-yl)pyridin-3-yl)pyrazolo[1,5-a]pyridin-3-yl)(piperidin-1-yl)methanone BrC=1C=C(C(=NC1)N1CC(C1)CO)C1=CC=CC=2N1N=CC2C(=O)N2CCCCC2